2-oxo-3,4-dihydroquinoline-1(2H)-carboxylic acid tert-butyl ester C(C)(C)(C)OC(=O)N1C(CCC2=CC=CC=C12)=O